methyl 3-(3-amino-2-chloro-6-fluorophenoxy)-2-fluoro-6-nitrobenzoate NC=1C(=C(OC=2C(=C(C(=O)OC)C(=CC2)[N+](=O)[O-])F)C(=CC1)F)Cl